(3R)-3-amino-7-[5-(1-bicyclo[1.1.1]pentanylamino)-1,3,4-oxadiazol-2-yl]-5-[(4-chlorophenyl)methyl]-8-fluoro-1,1-dioxo-2,3-dihydro-1lambda6,5-benzothiazepin-4-one N[C@H]1CS(C2=C(N(C1=O)CC1=CC=C(C=C1)Cl)C=C(C(=C2)F)C=2OC(=NN2)NC21CC(C2)C1)(=O)=O